2-[2-(2-ethoxypyridin-3-yl)pyrimidin-5-yl]Acetonitrile C(C)OC1=NC=CC=C1C1=NC=C(C=N1)CC#N